1-[2-[(3S)-3-(3,4-dichlorophenyl)-1-[2-[3-(1-methylethoxy)phenyl]acetyl]-3-piperidinyl]ethyl]-4-phenyl-1-azoniabicyclo[2.2.2]octane chloride [Cl-].ClC=1C=C(C=CC1Cl)[C@@]1(CN(CCC1)C(CC1=CC(=CC=C1)OC(C)C)=O)CC[N+]12CCC(CC1)(CC2)C2=CC=CC=C2